C(C)(C)(C)OC(=O)C1NC(=CC1)C(=O)O Pyrrole-2,5(1H,3H)-dicarboxylic acid 2-tert-butyl ester